NC1=C(C=2C=NC(=C(C2N1C1=C(C(=CC=C1C)OC)C)F)Cl)C(=O)N 2-amino-6-chloro-7-fluoro-1-(3-methoxy-2,6-dimethylphenyl)-1H-pyrrolo[3,2-c]pyridine-3-carboxamide